CS(=O)(=O)C1(CC1)C1=NN=C(O1)C(=O)O 5-(1-methanesulfonylcyclopropyl)-1,3,4-oxadiazole-2-carboxylic acid